(3-benzyl-1-methyl-3-azabicyclo[3.1.0]hex-6-yl)methanol C(C1=CC=CC=C1)N1CC2(C(C2C1)CO)C